2-(10-phenyl-anthracen-9-yl)-4,6-bis-{4-(pyridin-3-yl)-phenyl}-pyrimidine C1(=CC=CC=C1)C1=C2C=CC=CC2=C(C2=CC=CC=C12)C1=NC(=CC(=N1)C1=CC=C(C=C1)C=1C=NC=CC1)C1=CC=C(C=C1)C=1C=NC=CC1